2-Palmitoylaminoethyl-(tert-butoxycarbonyl)-L-valylglycine C(CCCCCCCCCCCCCCC)(=O)NCCN([C@@H](C(C)C)C(=O)NCC(=O)O)C(=O)OC(C)(C)C